ClC1=CC(=C2C(=N1)C(=NN2COCC[Si](C)(C)C)NC2COC2)C=O C5-chloro-3-(oxetan-3-ylamino)-1-((2-(trimethylsilyl)ethoxy)methyl)-1H-pyrazolo[4,3-b]pyridine-7-carbaldehyde